C1(=CC(=CC=C1)S(=O)(=O)N1C=CC=2C1=CN=CC2C2=CC=C(C#N)C=C2)C 4-(1-(m-Tolylsulfonyl)-1H-pyrrolo[2,3-c]pyridin-4-yl)benzonitrile